N-(2,4-difluoro-3-(((2'-oxo-1',2'-dihydrospiro[cyclopropane-1,3'-pyrrolo[2,3-b]pyridin]-5'-yl)oxy)methyl)phenyl)-5-fluoro-2-methoxypyridine-3-sulfonamide FC1=C(C=CC(=C1COC=1C=C2C(=NC1)NC(C21CC1)=O)F)NS(=O)(=O)C=1C(=NC=C(C1)F)OC